(3R,4R)-4-(6-(2-hydroxy-6-methyl-4-(trifluoromethyl)phenyl)-2H-pyrazolo[3,4-b]pyridin-2-yl)tetrahydrofuran-3-ol OC1=C(C(=CC(=C1)C(F)(F)F)C)C=1C=CC=2C(N1)=NN(C2)[C@H]2[C@H](COC2)O